methyl (3S)-1,1-dimethyl-5-oxo-7-(((trifluoromethyl)sulfonyl)oxy)-1,2,3,5,8,8a-hexahydroindolizine-3-carboxylate CC1(C[C@H](N2C(C=C(CC12)OS(=O)(=O)C(F)(F)F)=O)C(=O)OC)C